([3-(bis-ethoxycarbonylmethyl-amino)-propyl]-{[2-(7-chloro-quinolin-4-ylamino)-ethylcarbamoyl]-methyl}-amino)-ethyl acetate C(C)(=O)OCCN(CC(NCCNC1=CC=NC2=CC(=CC=C12)Cl)=O)CCCNC(C(=O)OCC)C(=O)OCC